C1(CCCCC1)NC(C(=O)C1=CC(=C(C=C1)OCC(NC1=C(C=C(C(=C1)F)F)F)=O)OC)=O N-cyclohexyl-2-(3-methoxy-4-(2-oxo-2-((2,4,5-trifluorophenyl)amino)ethoxy)phenyl)-2-oxoacetamide